(1s,4s)-4-(trifluoromethyl)cyclohexan-1-amine hydrochloride Cl.FC(C1CCC(CC1)N)(F)F